NC1=NC=CC(=C1)C[C@@H]1[C@H](N(C1=O)C(=O)N[C@H](CC)C1=C(C(=C(C=C1)C)F)F)C(=O)N(C)C=1C=NN(C1)C (2S,3R)-3-((2-aminopyridin-4-yl)methyl)-N2-(1-methyl-1H-pyrazol-4-yl)-N1-((R)-1-(2,3-difluoro-4-methylphenyl)propyl)-N2-methyl-4-oxoazetidine-1,2-dicarboxamide